3-cyclopentanepropionic acid C1CC(CC1)CCC(=O)O